(trans-3-(4-(3-cyclopropoxypyridin-2-yl)-3-cyclopropyl-1H-pyrazol-1-yl)cyclobutyl)methanamine C1(CC1)OC=1C(=NC=CC1)C=1C(=NN(C1)[C@@H]1C[C@H](C1)CN)C1CC1